OCCOCCN1C(C(=CC2=C1N=C(N=C2)S(=O)C)N2CCN(C1=C(C=CC=C21)C)C(=O)OC(C)(C)C)=O tert-butyl 4-[8-[2-(2-hydroxyethoxy)ethyl]-2-methylsulfinyl-7-oxo-pyrido[2,3-d]pyrimidin-6-yl]-8-methyl-2,3-dihydroquinoxaline-1-carboxylate